3-(dimethylamino)propionic acid 11-((tert-butyldimethylsilyl) oxy)-5-(6-((tert-butyldimethylsilyl) oxy) hexyl)-5-hydroxyundecyl ester [Si](C)(C)(C(C)(C)C)OCCCCCCC(CCCCOC(CCN(C)C)=O)(O)CCCCCCO[Si](C)(C)C(C)(C)C